[N+](=O)([O-])C1=CC=C2CCN(CC2=C1)CCC1=CSC=C1 7-Nitro-2-(2-(thien-3-yl)ethyl)-1,2,3,4-tetrahydroisoquinoline